N7-methyl-xanthosine C[N+]1=CN([C@H]2[C@H](O)[C@H](O)[C@@H](CO)O2)C=2NC(NC(C12)=O)=O